4-amino-2'-[(2R)-3-hydroxy-2-methylpropyl]-2',3'-dihydrospiro[cyclohexane-1,1'-indene]-4-carboxylic acid methyl ester COC(=O)C1(CCC2(C(CC3=CC=CC=C23)C[C@H](CO)C)CC1)N